FC1([C@@H]([C@@H](N(C1)C(=O)[C@H]1OCC1)CC=1C(=C(C=CC1)C1=C(C(=CC=C1)F)F)F)NS(=O)(=O)C)F N-{(2S,3R)-4,4-difluoro-1-((2S)-oxetane-2-carbonyl)-2-[(2,2',3'-trifluoro[1,1'-biphenyl]-3-yl)methyl]pyrrolidin-3-yl}methanesulfonamide